2-hydroxy-1,3-propylene glycol OC(CO)CO